ClN1CN=C(C(=C1)C1=NC(=NO1)C)N 1-chloro-5-(3-methyl-1,2,4-oxadiazol-5-yl)pyrimidin-4-amine